CN(C1(CCC2(CN(C(N2CC2(CCC2)O)=O)CCC(=O)O)CC1)C1=CC=CC=C1)C 3-[8-dimethylamino-1-[(1-hydroxy-cyclobutyl)-methyl]-2-oxo-8-phenyl-1,3-diazaspiro[4.5]decan-3-yl]-propionic acid